N-(4-Methyl-3-(3-methyl-1H-1,2,4-triazol-5-yl)thiophen-2-yl)-2-(2-oxo-3,4-dihydroquinolin-1(2H)-yl)acetamide CC=1C(=C(SC1)NC(CN1C(CCC2=CC=CC=C12)=O)=O)C1=NC(=NN1)C